ClC=1N=C2C(=NC1)C(=C(N2[C@H](C)C2=C(C=C(C=C2)Cl)Cl)I)C(F)(F)F 3-chloro-5-[(1R)-1-(2,4-dichlorophenyl)ethyl]-6-iodo-7-(trifluoromethyl)pyrrolo[3,2-b]pyrazine